C1(CCC1)C(CN(C(C#C)=O)CC(N1CC(CC1)C1=NC=CC=C1)=O)C1=CC=CC=C1 N-(2-Cyclobutyl-2-phenyl-ethyl)-N-[2-oxo-2-[3-(2-pyridyl)pyrrolidin-1-yl]ethyl]prop-2-ynamide